C(C)C1=CNC2=NC=C(N=C21)C=2C=C1CCN(CC1=C(C2)[C@H]2NCCOC2)C(=O)N2CCOCC2 (R)-(6-(7-ethyl-5H-pyrrolo[2,3-b]pyrazine-2-yl)-8-(morpholin-3-yl)-3,4-dihydroisoquinolin-2(1H)-yl)(morpholino)methanone